2-(3-(1-((1S,2S,3S,5S,6R)-2-fluoro-6-methoxy-1-methyl-8-azabicyclo[3.2.1]octan-3-yl)vinyl)-1,2,4-triazin-6-yl)-5-(1H-imidazol-1-yl)phenol F[C@@H]1[C@@]2(C[C@H]([C@H](C[C@H]1C(=C)C=1N=NC(=CN1)C1=C(C=C(C=C1)N1C=NC=C1)O)N2)OC)C